(1R)-1-(4-cyclopropyl-3,5-diethoxyphenyl)ethane-1-amine hydrochloride Cl.C1(CC1)C1=C(C=C(C=C1OCC)[C@@H](C)N)OCC